BrC1=NC=CC(=C1)CN1C(CCC1)CO (1-((2-bromopyridin-4-yl)methyl)pyrrolidin-2-yl)methanol